CC1C(CC(C(N1CC(F)(F)F)=O)NC(=O)C1=CC2=C(S1)C[C@@]1(C(NC3=NC=CC=C31)=O)C2)C2=C(C(=CC(=C2)F)F)F (5S)-N-(6-methyl-2-oxo-1-(2,2,2-trifluoroethyl)-5-(2,3,5-trifluorophenyl)piperidin-3-yl)-2'-oxo-1',2',4,6-tetrahydrospiro[cyclopenta[b]thiophen-5,3'-pyrrolo[2,3-b]pyridine]-2-formamide